dimethyloxo-benzodioxan CC1(OC2=C(OC1=O)C=CC=C2)C